(E)-ethyl 3-(3-(((tert-butoxycarbonyl)(2-(2-methyl-1H-indol-3-yl)ethyl)amino)methyl)phenyl)acrylate C(C)(C)(C)OC(=O)N(CCC1=C(NC2=CC=CC=C12)C)CC=1C=C(C=CC1)/C=C/C(=O)OCC